ClC1=CC(=C(C=C1OC(F)(F)Cl)NC(=O)N[C@@H](C)C=1N(N=CN1)C1=NC=CC=N1)F 1-[4-chloro-5-[chloro(difluoro)methoxy]-2-fluoro-phenyl]-3-[(1S)-1-(2-pyrimidin-2-yl-1,2,4-triazol-3-yl)ethyl]urea